2-(1-(4-(4-Carboxyphenyl)-1H-pyrazol-1-yl)-2-((1S*,2R*)-2-(ethoxycarbonyl)cyclopropyl)ethyl)-5-(5-chloro-2-(1H-tetrazol-1-yl)phenyl)pyridine 1-oxide C(=O)(O)C1=CC=C(C=C1)C=1C=NN(C1)C(C[C@H]1[C@@H](C1)C(=O)OCC)C1=[N+](C=C(C=C1)C1=C(C=CC(=C1)Cl)N1N=NN=C1)[O-] |o1:16,17|